O=C1NC(CCC1N1C(N(C2=C1C=CC=C2C#CCOC2CCN(CC2)C(=O)N)C)=O)=O 4-((3-(1-(2,6-dioxopiperidin-3-yl)-3-methyl-2-oxo-2,3-dihydro-1H-benzo[d]imidazole-4-yl)prop-2-yn-1-yl)oxy)piperidine-1-carboxamide